2,2-Difluoro-N-[rac-(2R,3S)-1-[1-(1-methylpyrazol-4-yl)indazol-5-yl]-5-oxo-2-phenyl-pyrrolidin-3-yl]propanamid FC(C(=O)N[C@@H]1[C@H](N(C(C1)=O)C=1C=C2C=NN(C2=CC1)C=1C=NN(C1)C)C1=CC=CC=C1)(C)F |r|